O=C1NC(CCC1N1C(C2=CC=C(C=C2C1)C(=O)NC=1C=NC=2CCC(CC2C1)C)=O)=O 2-(2,6-dioxopiperidin-3-yl)-N-(6-methyl-5,6,7,8-tetrahydroquinolin-3-yl)-1-oxo-3H-isoindole-5-carboxamide